C(C)(C)(C)OC(=O)N1C(CC(CC1)OC1=NC(=NC(=C1)O[C@@H](C)[C@H]1N(C[C@@H](C1)F)C)C(N)=NO)CC#N 2-(cyanomethyl)-4-({6-[(1S)-1-[(2S,4r)-4-fluoro-1-methylpyrrolidin-2-yl]ethoxy]-2-(N'-hydroxycarbamimidoyl)pyrimidin-4-yl}oxy)piperidine-1-carboxylic acid tert-butyl ester